ClC1=NC=CC(=C1)CC1=CC(=CC=C1)OC(F)(F)F 2-chloro-4-{[3-(trifluoromethoxy)phenyl]methyl}pyridine